tert-butyl (3R,4R)-4-{[4-(1-tert-butyl-4-fluoro-1H-benzimidazol-6-yl)-5-chloropyridin-2-yl]amino}-3-hydroxypiperidine-1-carboxylate C(C)(C)(C)N1C=NC2=C1C=C(C=C2F)C2=CC(=NC=C2Cl)N[C@H]2[C@@H](CN(CC2)C(=O)OC(C)(C)C)O